(RS)-1-methyl-2-nitro-3-[(3-tetrahydroFuryl)methyl]guanidine CNC(=N[N+](=O)[O-])NC[C@@H]1COCC1 |r|